N-(tert-butoxycarbonyl)-L-glutamic acid 1-benzyl ester C(C1=CC=CC=C1)OC([C@@H](NC(=O)OC(C)(C)C)CCC(=O)O)=O